ClC=1C=CC(=NC1)COC1=NC(=CC=C1)C1CCNCC1 5-chloro-2-(((6-(piperidin-4-yl)pyridin-2-yl)oxy)methyl)pyridine